N-({4-[(dimethylamino)methyl]oxacyclohex-4-yl}methyl)-4H,5H,6H,7H,8H,9H-cycloocta[b]thiophene-2-carboxamide CN(C)CC1(CCOCC1)CNC(=O)C1=CC2=C(S1)CCCCCC2